[Pd](Cl)Cl.CC1=CCCC=CCC1 methyl-1,5-cyclooctadiene palladium chloride